CN1CCN(CC1)S(=O)(=O)C=1C=NN2C1CN(CC2)C(=O)C=2NC1=CC=CC=C1C2 2-{3-[(4-methylpiperazin-1-yl)sulfonyl]-4H,5H,6H,7H-pyrazolo[1,5-a]pyrazine-5-carbonyl}-1H-indole